COCOCCCCCCCCCCCCCCCCCC(OC)OC dimethoxystearyl methoxymethyl ether